ClC1=C(C(=NC(=N1)N(C)C1=C(C=C(C(=C1)F)S(=O)(=O)C)F)N(C1=NN(C(=C1)C)C1OCCCC1)CC1=CC=C(C=C1)OC)C1CC1 6-chloro-5-cyclopropyl-N2-(2,5-difluoro-4-(methylsulfonyl)phenyl)-N4-(4-methoxybenzyl)-N2-methyl-N4-(5-methyl-1-(tetrahydro-2H-pyran-2-yl)-1H-pyrazol-3-yl)pyrimidine-2,4-diamine